CCC(CC)OP(=O)(OC(CC)CC)[O-].CN(C)C(F)=[N+](C)C [dimethylamino(fluoro)methylene]-dimethyl-ammonium di-(3-pentyl)phosphate